BrC1=C(C(=C(C=C1)Cl)C)Cl 1-bromo-2,4-dichloro-3-methylbenzene